2,3-dihydro-1H-inden-1-yl-N-methylglycine C1(CCC2=CC=CC=C12)N(CC(=O)O)C